5-chloro-4-fluoro-N-[(1S,2S,3S,5R)-2,6,6-trimethylnorpinan-3-yl]-1H-pyrrolo[2,3-c]pyridine-2-carboxamide ClC=1C(=C2C(=CN1)NC(=C2)C(=O)N[C@@H]2[C@H]([C@H]1C([C@@H](C2)C1)(C)C)C)F